8-(3-(1-(2-fluoro-4-methoxybenzyl)piperidin-3-yl)-5-oxo-4,5-dihydro-1H-1,2,4-triazol-1-yl)quinolin-2(1H)-one FC1=C(CN2CC(CCC2)C2=NN(C(N2)=O)C=2C=CC=C3C=CC(NC23)=O)C=CC(=C1)OC